C12CN(CC(O1)C2)CCCCCC2=C1C(N(C(=NC1=CC=C2)C)C2C(NC(CC2)=O)=O)=O 3-(5-(5-(6-oxa-3-azabicyclo[3.1.1]heptan-3-yl)pentyl)-2-methyl-4-oxoquinazolin-3(4H)-yl)piperidine-2,6-dione